FC1=CC=C(CN2N=C(N=C2)N2CCN(CC2)C=2C=NN3C2N=CC(=C3)C=3C=NN(C3)C)C=C1 3-(4-(1-(4-fluorobenzyl)-1H-1,2,4-triazol-3-yl)piperazin-1-yl)-6-(1-methyl-1H-pyrazol-4-yl)pyrazolo[1,5-a]pyrimidine